trans-phenyl-cyclohexanone C1(=CC=CC=C1)C1C(CCCC1)=O